C(OCOC=1C(C=CN2N([C@H]3N(C(C21)=O)CCOC3)[C@@H]3C2=C([Se]CC1=C3C=CC(=C1F)F)C=CC=C2)=O)(OC)=O (((R)-12-((S)-7,8-difluoro-6,11-dihydrodibenzo[b,e]selenepin-11-yl)-6,8-dioxo-3,4,6,8,12,12a-hexahydro-1H-[1,4]oxazino[3,4-c]pyrido[2,1-f][1,2,4]triazin-7-yl)oxy)methyl methyl carbonate